C(C)(C)(C)OC(=O)N(CCOC1=CC=C(C(=O)NCC=2C=CC(=C(C(=O)OC)C2)F)C=C1)C Methyl 5-((4-(2-((tert-butoxy carbonyl)(methyl)amino)ethoxy)benzamido)methyl)-2-fluorobenzoate